(3S,7aR,9S,11aR)-3-isopropyl-9-[3-methylsulfonylpropyl-[[4-(trifluoromethyl)phenyl]methyl]amino]-3,6,7,7a,8,9,10,11-octahydro-2H-oxazolo[2,3-j]quinolin-5-one C(C)(C)[C@H]1CO[C@@]23CC[C@@H](C[C@H]3CCC(N21)=O)N(CC2=CC=C(C=C2)C(F)(F)F)CCCS(=O)(=O)C